4-(3-(isopropylamino)-4-nitrophenyl)-3,6-dihydropyridine-1(2H)-carboxylic acid tert-butyl ester C(C)(C)(C)OC(=O)N1CCC(=CC1)C1=CC(=C(C=C1)[N+](=O)[O-])NC(C)C